N-[(1S)-1-(dicyclopropyl-methyl)-2-[[1-[3,3-difluoro-1-[3-(2,2,2-trifluoroethyl)triazol-4-yl]propyl]-3-fluoro-pyrazol-4-yl]amino]-2-oxo-ethyl]-4-methyl-1,2,5-oxadiazole-3-carboxamide C1(CC1)C([C@@H](C(=O)NC=1C(=NN(C1)C(CC(F)F)C=1N(N=NC1)CC(F)(F)F)F)NC(=O)C1=NON=C1C)C1CC1